BrC1=NN(C(=N1)OC1=CC(=CC(=C1)C)F)C 3-bromo-5-(3-fluoro-5-methylphenoxy)-1-methyl-1H-1,2,4-triazole